N-(adamantan-1-yl)-2-(4-aminophenyl)oxazole-4-carboxamide C12(CC3CC(CC(C1)C3)C2)NC(=O)C=2N=C(OC2)C2=CC=C(C=C2)N